2-[9-(3-aminopropyl)-1,9-diazatricyclo[6.3.1.04,12]dodeca-2,4(12),5,7-tetraen-2-yl]-7-methoxy-1-methyl-benzimidazole-5-carboxylic acid methyl ester COC(=O)C1=CC2=C(N(C(=N2)C=2N3CCN(C4=CC=CC(C2)=C34)CCCN)C)C(=C1)OC